C(C)(C)(C)OC(=O)N1C[C@@H](CCC1)NC=1C=CC(=NC1)C(=O)OC(C)(C)C tert-butyl 5-[[(3R)-1-tert-butoxycarbonyl-3-piperidyl]amino]pyridine-2-carboxylate